5-amino-2-chloro-N-(2-oxopropyl)benzamide NC=1C=CC(=C(C(=O)NCC(C)=O)C1)Cl